1,1'-bicyclohexanediol C1(CCCCC1)(C1(CCCCC1)O)O